FC(C(=CCl)Cl)(F)F 3,3,3-trifluoro-1,2-dichloropropene